1-(3-methylpyridin-2-yl)-3-(3-methylpyridin-2-yl)urea CC=1C(=NC=CC1)NC(=O)NC1=NC=CC=C1C